2,3-di(chloromethyl)thiophene ClCC=1SC=CC1CCl